4-amino-7-fluoro-N,1-dimethyl-N-((3R)-6-(trifluoromethyl)-2,3-dihydrofuro[3,2-c]pyridin-3-yl)-1H-pyrazolo[4,3-c]quinoline-8-carboxamide NC1=NC=2C=C(C(=CC2C2=C1C=NN2C)C(=O)N([C@H]2COC1=C2C=NC(=C1)C(F)(F)F)C)F